(R)-2-(((benzyloxy)carbonyl)amino)-5-cyano-2-(4-(1-(difluoromethyl)-1H-pyrazol-4-yl)phenyl)-4-methylpent-4-enoic acid isopropyl ester C(C)(C)OC([C@@](CC(=CC#N)C)(C1=CC=C(C=C1)C=1C=NN(C1)C(F)F)NC(=O)OCC1=CC=CC=C1)=O